N1C=CC=2C1=NC=C(C2)C=2C=C1N(N2)CCC12CNC2 2'-(1H-pyrrolo[2,3-b]pyridin-5-yl)-5',6'-dihydrospiro[azetidine-3,4'-pyrrolo[1,2-b]pyrazole]